FC1=CC=C(C=C1)C=1C=C2C(=NC=NC2=C(C1)OC1CN(CC1)CC(F)(F)F)N[C@H](C)C=1C=NC(=NC1)C(F)(F)F 6-(4-fluorophenyl)-8-((1-(2,2,2-trifluoroethyl)pyrrolidin-3-yl)oxy)-N-((R)-1-(2-(trifluoromethyl)pyrimidin-5-yl)ethyl)quinazolin-4-amine